tert-butyl 3-cyclopropyl-5-{2-[1-(3,4-difluorophenyl)pyrazol-4-yl]propanamido}pyrazole-1-carboxylate C1(CC1)C1=NN(C(=C1)NC(C(C)C=1C=NN(C1)C1=CC(=C(C=C1)F)F)=O)C(=O)OC(C)(C)C